N-[5-[5-[(1R)-1-(3,5-dichloro-4-pyridyl)ethoxy]-1H-indazol-3-yl]-2-pyridyl]morpholine-4-carboxamide ClC=1C=NC=C(C1[C@@H](C)OC=1C=C2C(=NNC2=CC1)C=1C=CC(=NC1)NC(=O)N1CCOCC1)Cl